(pyridin-2-yl)-(R/S)-methanol N1=C(C=CC=C1)CO